(2-(benzo[c][1,2,5]oxadiazol-5-ylmethoxy)-5-chloro-4-((2-chloro-2',3'-difluoro-[1,1'-biphenyl]-3-yl)methoxy)benzyl)-D-serine N=1ON=C2C1C=CC(=C2)COC2=C(CN[C@H](CO)C(=O)O)C=C(C(=C2)OCC=2C(=C(C=CC2)C2=C(C(=CC=C2)F)F)Cl)Cl